5-(5-Chlorothiazol-2-yl)-N4-(2-methoxy-3-(2-methyl-2H-tetrazol-5-yl)phenyl)-N2-(6-methylpyridazin-3-yl)pyridine-2,4-diamine ClC1=CN=C(S1)C=1C(=CC(=NC1)NC=1N=NC(=CC1)C)NC1=C(C(=CC=C1)C=1N=NN(N1)C)OC